FC(CS(=O)(=O)NC1=CC(=C(C=C1)N1N=C(C=2C=NC(=CC21)C=2C=NN1C2N=CC=C1)C)OC)F 2,2-Difluoro-N-(3-methoxy-4-(3-methyl-6-(pyrazolo[1,5-a]pyrimidin-3-yl)-1H-pyrazolo[4,3-c]pyridin-1-yl)phenyl)ethane-1-sulfonamide